FC=1C=C(OC=2C=CC=C(C(=O)O)C2)C=C(C1)F 5-(3,5-difluorophenoxy)benzoic acid